COC=1C=C2C(=CNC2=CC1)C(C(N(C([2H])([2H])[2H])C([2H])([2H])[2H])([2H])[2H])([2H])[2H] 2-(5-methoxy-1H-indol-3-yl)-N,N-bis(methyl-d3)ethan-1-amine-1,1,2,2-d4